NC1=CC=C2C(=N1)CN(C2=O)CC2=CC=C(C=C2)OC 2-amino-6-(4-methoxybenzyl)-6,7-dihydro-5H-pyrrolo[3,4-b]pyridin-5-one